C(#N)C(C(C)C)NC(=O)N1N=CC(=C1)C1=C2C(=NC=C1)NC(N2)=O N-(1-cyano-2-methylpropyl)-4-(2,3-dihydro-2-oxo-1H-imidazo[4,5-b]pyridin-7-yl)-1H-pyrazole-1-carboxamide